COC1=CC(=NC(=N1)N)OC dimethoxypyrimidinamine